OC1=CC(=C2CN(C(C2=C1)=O)C1CCC(CC1)C(=O)NC1=CC(=C(C=C1)C)OC)C (1s,4s)-4-(6-Hydroxy-4-methyl-1-oxoisoindolin-2-yl)-N-(3-methoxy-4-methylphenyl)cyclohexanecarboxamide